(2S,3R,4R,5S)-3-(3,4-Difluoro-2-methoxyphenyl)-4,5-dimethyl-N-(2-(2-oxotetrahydropyrimidin-1(2H)-yl)pyridin-4-yl)-5-(trifluoromethyl)tetrahydrofuran-2-carboxamide FC=1C(=C(C=CC1F)[C@@H]1[C@H](O[C@@]([C@@H]1C)(C(F)(F)F)C)C(=O)NC1=CC(=NC=C1)N1C(NCCC1)=O)OC